ClC=1N(N=C2C=CC(=CC12)COC1=CC=C2C=C(COC2=C1)CN1CC(C1)C(=O)OC)CCC methyl 1-[7-(3-chloro-2-propyl-2H-indazol-5-ylmethoxy)-2H-chromen-3-ylmethyl]-azetidine-3-carboxylate